5-Methoxy-3-(4-piperidinyl)-1H-indol COC=1C=C2C(=CNC2=CC1)C1CCNCC1